NCCOC(NC=1N=CC2=CC(=C(C=C2C1)C1=C(C2=C(OCCN2)N=C1)C)F)=O 2-Aminoethyl-(7-fluoro-6-(8-methyl-2,3-dihydro-1H-pyrido[2,3-b][1,4]oxazin-7-yl)isochinolin-3-yl)carbamat